FC(CN1C(=NC2=NC=C(C=C21)C2=CNC=1N=C(N=C(C12)OC)NC1CC2(C1)CCN(CC2)C(C)=O)C)F 1-(2-((5-(1-(2,2-difluoroethyl)-2-methyl-1H-imidazo[4,5-b]pyridin-6-yl)-4-methoxy-7H-pyrrolo[2,3-d]pyrimidin-2-yl)amino)-7-azaspiro[3.5]nonan-7-yl)ethan-1-one